N-[(S)-(4,4-Difluorocyclohexyl){5-[1-(2,2-Difluoropropylcarbamoyl)-3,3-difluoro-butyl]-4-fluoro-1H-benzimidazol-2-yl}methyl]carbamic acid benzyl ester C(C1=CC=CC=C1)OC(N[C@H](C1=NC2=C(N1)C=CC(=C2F)C(CC(C)(F)F)C(NCC(C)(F)F)=O)C2CCC(CC2)(F)F)=O